BrC=1C=C(C=C(C1)Cl)CC(=O)O 2-(3-Bromo-5-chlorophenyl)acetic acid